3,6-diaminoacridine hemisulfate hemihydrate O.S(=O)(=O)(O)O.NC=1C=CC2=CC3=CC=C(C=C3N=C2C1)N.NC=1C=CC2=CC3=CC=C(C=C3N=C2C1)N